Cl.NC(C(=O)N1CCN(CC1)C(=O)NC1=NC(N(C=C1)C1=CC=C(C=C1)C(C)N1CC2C(C2C1)N)=O)(C)C 4-(2-Amino-2-methylpropanoyl)-N-(1-(4-(1-(exo-6-amino-3-azabicyclo[3.1.0]hexan-3-yl)ethyl)phenyl)-2-oxo-1,2-dihydropyrimidin-4-yl)piperazine-1-carboxamide Hydrochloride Salt